eicosadienate C(C=CC=CCCCCCCCCCCCCCCC)(=O)[O-]